Cl.NCCN1CC2=CC(=CC=C2CC1)C(=O)OC Methyl 2-(2-aminoethyl)-3,4-dihydro-1H-isoquinoline-7-carboxylate hydrochloride